N1N=NC(=C1)C(=O)[O-].[Li+] lithium triazolate